N1C=NC(=C1)CNC(=O)[C@@H]1CN(CC[C@H]1NC(=O)C1=NOC(=C1)C1=C(C=C(C=C1)F)F)C1CCCCC1 (3R,4R)-1-cyclohexyl-4-{[5-(2,4-difluoro-phenyl)-isoxazole-3-carbonyl]-amino}-piperidine-3-carboxylic acid (1H-imidazol-4-ylmethyl)-amide